BrC1=NC(=CC=C1)OC([2H])([2H])C1=CC=C(C=2C=COC21)Cl 2-Bromo-6-((4-chlorobenzofuran-7-yl)methoxy-d2)pyridine